C(C)N1C=NC2=C1N=NC=C2C2=CC(=C(C=C2)F)C2=CC1=CN(N=C1C=C2OC)C2=CC=CC=C2 7-Ethyl-4-(4-fluoro-3-(6-methoxy-2-phenyl-2H-indazol-5-yl)phenyl)-7H-imidazo[4,5-c]pyridazine